ClC1=CC=C(C=C1)[C@@]1(N(C(C2=CC(=CC(=C12)F)C(C)OC)=O)CC1=NC=C(C#N)C=C1)OCC1(CC1)C#N 6-(((1R)-1-(4-chlorophenyl)-1-((1-cyanocyclopropyl)methoxy)-7-fluoro-5-(2-methyloxyeth-2-yl)-3-oxoisoindolin-2-yl)methyl)nicotinonitrile